CN1CC(=CC1)C=O 1-methyl-2,5-dihydropyrrole-3-formaldehyde